(±)-trans-ethyl 2-(3-hydroxycyclohexyl)acetate O[C@@H]1C[C@H](CCC1)CC(=O)OCC |r|